Indolepropanoic acid N1C(=CC2=CC=CC=C12)CCC(=O)O